tert-butyl N-[(2S)-1-[7-bromo-2-chloro-4-(methyl sulfanyl)furo[3,2-d]pyrimidin-6-yl]-1-oxopropan-2-yl]carbamate BrC1=C(OC2=C1N=C(N=C2SC)Cl)C([C@H](C)NC(OC(C)(C)C)=O)=O